COC(C1=CC=C(C=C1)C1=C(N(C=2C=C3C=NNC3=CC21)C2=CC(=C(C=C2)F)F)C2CCOCC2)=O 4-[5-(3,4-difluorophenyl)-6-tetrahydropyran-4-yl-1H-pyrrolo[2,3-f]indazol-7-yl]benzoic acid methyl ester